1-((2S,3R)-2-((6-((6-methoxy-2-methyl-1,2,3,4-tetrahydroisoquinolin-7-yl)amino)-1H-pyrazolo[3,4-d]pyrimidin-1-yl)methyl)-3-methylpyrrolidin-1-yl)ethan-1-one COC=1C=C2CCN(CC2=CC1NC1=NC=C2C(=N1)N(N=C2)C[C@H]2N(CC[C@H]2C)C(C)=O)C